CS(=O)(=O)OC(CO)(C)CC 3-Ethyloxabutan-3-yl methanesulfonate